12-methacryloxydodecylpyridinium ammonium bromide [Br-].[NH4+].C(C(=C)C)(=O)OCCCCCCCCCCCC[N+]1=CC=CC=C1.[Br-]